COC1=CC=C(C=N1)CC(=O)N 2-(6-methoxypyridin-3-yl)acetamide